5-nitro-1,2,3,4-tetrahydroquinoline [N+](=O)([O-])C1=C2CCCNC2=CC=C1